3-fluorobicyclo[1.1.1]pentane-1-carboxamide FC12CC(C1)(C2)C(=O)N